ClC1=CC=C(C=C1)C1=N[C@H](C=2N(C3=C1C(=C(S3)C)C)C(=NN2)C)CC(=O)NC2=CC=C(C=C2)C#CC(CO)NC(OC(C)(C)C)=O tert-butyl (4-(4-(2-((S)-4-(4-chlorophenyl)-2,3,9-trimethyl-6H-thieno[3,2-f][1,2,4]triazolo[4,3-a][1,4]diazepin-6-yl)acetamido)phenyl)-1-hydroxybut-3-yn-2-yl)carbamate